P(=O)(OC)(OC)OC1=NC(=C(C=C1Cl)Cl)Cl dimethyl 3,5,6-trichloro-2-pyridinyl phosphate